1-({2-[2-(azetidin-1-yl)ethoxy]naphthalen-1-yl}methyl)naphthalen-2-ol N1(CCC1)CCOC1=C(C2=CC=CC=C2C=C1)CC1=C(C=CC2=CC=CC=C12)O